1-[4-cyano-6-(phenylamino)pyrimidin-2-yl]-3-methyl-5-amino-1H-pyrazole-4-carboxylic acid C(#N)C1=NC(=NC(=C1)NC1=CC=CC=C1)N1N=C(C(=C1N)C(=O)O)C